SULFONYLBENZONITRILE S(=O)(=O)=C1C(C#N)C=CC=C1